ClC1=C(C(=CC=C1)F)NC=1N(C2=NC(=NC=C2N1)N[C@@H]1C[C@H](CC1)O)C1CCC(CC1)C(=O)N (1R,4s)-4-(8-(2-chloro-6-fluorophenylamino)-2-((1S,3S)-3-hydroxycyclopentylamino)-9H-purin-9-yl)cyclohexanecarboxamide